1-(5-(((4-(trifluoromethoxy)phenyl)amino)methyl)pyrimidin-2-yl)piperidine FC(OC1=CC=C(C=C1)NCC=1C=NC(=NC1)N1CCCCC1)(F)F